2-(Methylsulfanyl)-4-{[(1s,4s)-4-[(tert-butoxycarbonyl)amino]cyclohexyl]amino}pyrimidine-5-carboxylic acid CSC1=NC=C(C(=N1)NC1CCC(CC1)NC(=O)OC(C)(C)C)C(=O)O